ClC1=CSC2=C1NC(=C2)C(=O)N2[C@@H]([C@H]1[C@@H](C2)CC(C1)(F)F)C(=O)N[C@H](C[C@H]1C(NCCC1)=O)C#N (1S,3aS,6aR)-2-(3-chloro-4H-thieno[3,2-b]pyrrole-5-carbonyl)-N-((R)-1-cyano-2-((S)-2-oxopiperidin-3-yl)ethyl)-5,5-difluorooctahydrocyclopenta[c]pyrrole-1-carboxamide